NC1=C(C(=C(C(=C1)F)N1CCC(C=C1)=O)F)F (4-amino-2,3,6-trifluorophenyl)-2,3-dihydropyridin-4(1H)-one